[Cl-].[Cl-].C(C)(C)(C)C=1C=C(C=2CC3=CC=CC=C3C2C1)[Zr](C1=CC(=CC=2C3=CC=CC=C3CC12)CCCC)(C1=CC(=CC=2C3=CC=CC=C3CC12)CCCC)C1=CC(=CC=2C3=CC=CC=C3CC12)C(C)(C)C bis(3-t-butylfluorenyl)bis(3-butylfluorenyl)zirconium dichloride